N1N=NC(=C1)C1CC2(CCC(C1)N2)N 3-triazolyl-8-azabicyclo[3.2.1]octaneamine